3,3-dimethylpentane-1,5-diyl bis(4-methylbenzenesulfonate) CC1=CC=C(C=C1)S(=O)(=O)OCCC(CCOS(=O)(=O)C1=CC=C(C=C1)C)(C)C